N-(2-methylpyridin-4-yl)pyrazino[6',1':2,3]imidazo[4,5-b][1,6]naphthyridin-12-amine CC1=NC=CC(=C1)NC1=C2C(=NC3=CC=NC=C13)N1C(=N2)C=NC=C1